(S)-2-(3-((3-Isopropyl-2-(8-methyl-[1,2,4]triazolo[1,5-a]pyridin-6-yl)-1H-indol-5-yl)oxy)piperidin-1-yl)-N,N-dimethylacetamid C(C)(C)C1=C(NC2=CC=C(C=C12)O[C@@H]1CN(CCC1)CC(=O)N(C)C)C=1C=C(C=2N(C1)N=CN2)C